(2S,5R)-6-benzyloxy-7-oxo-1,6-diazabicyclo[3.2.1]octane-2-carboxamide C(C1=CC=CC=C1)ON1[C@@H]2CC[C@H](N(C1=O)C2)C(=O)N